(5S)-3-Imidazol-1-yl-5-[4-methyl-3-[3-(trifluoromethyl)phenoxy]phenyl]-4,5-dihydroisoxazole N1(C=NC=C1)C1=NO[C@@H](C1)C1=CC(=C(C=C1)C)OC1=CC(=CC=C1)C(F)(F)F